3-((1R,3R)-1-(2-chloro-5-(2-((3-fluoropropyl)amino)ethoxy)phenyl)-3-methyl-1,3,4,9-tetrahydro-2H-pyrido[3,4-b]indol-2-yl)-2,2-difluoropropan-1-ol ClC1=C(C=C(C=C1)OCCNCCCF)[C@H]1N([C@@H](CC2=C1NC1=CC=CC=C21)C)CC(CO)(F)F